C(C)(=O)C1=NN(C2=CC=C(C=C12)C=1C=NC(=NC1)C)CC(=O)N1[C@@H]2C[C@@]2(C[C@H]1C(=O)N[C@H](COC(F)(F)F)C)C (1R,3S,5R)-2-(2-(3-acetyl-5-(2-methylpyrimidin-5-yl)-1H-indazol-1-yl)acetyl)-5-methyl-N-((S)-1-(trifluoromethoxy)propan-2-yl)-2-azabicyclo[3.1.0]hexane-3-carboxamide